ClC1=CC=C(C=C1)[C@H](C(=O)N1CCN([C@H]2C[C@@H]12)C=1C2=C(N=CN1)NC(C[C@H]2C)=O)CN2CCNCC2 (R)-4-((1S,6R)-5-((S)-2-(4-chlorophenyl)-3-(piperazine-1-yl)propanoyl)-2,5-diazabicyclo[4.1.0]hept-2-yl)-5-methyl-5,8-dihydropyrido[2,3-d]pyrimidin-7(6H)-one